C[C@@]1([C@@H](CCCC1)C(=O)[O-])C(=O)OCC(C)CC 2-ethyl-1-propyl trans-1-methylcyclohexane-1,2-dicarboxylate